BrC1=NC2=C(N1C)C=C(C=C2)O bromo-1-methyl-1H-benzo[d]imidazol-6-ol